1-[2-Chloro-5-(4-ethoxybenzoyl)phenyl]-3-cyclohexylurea tert-butyl-(3R,4R)-4-amino-3-methylpiperidine-1-carboxylate C(C)(C)(C)OC(=O)N1C[C@H]([C@@H](CC1)N)C.ClC1=C(C=C(C=C1)C(C1=CC=C(C=C1)OCC)=O)NC(=O)NC1CCCCC1